ClC1=C(C(=O)N(C)C)C=CC(=C1)OCCC(CC1CCN(CC1)C([C@@](C(F)(F)F)(C1=CC(=CC=C1)OC)O)=O)C |o1:24| 2-chloro-N,N-dimethyl-4-(3-methyl-4-(1-((R or S)-3,3,3-trifluoro-2-hydroxy-2-(3-methoxyphenyl)propanoyl)piperidin-4-yl)butoxy)benzamide